NC1=CC=CC(=N1)C1=NC=CC=C1 6-amino-2,2-bipyridine